ClC1=CC=C(C(=N1)C(=O)OC(C)(C)C)NC(C)C=1C=C(C=C2C(N(C(=NC12)N1C[C@@H]2C([C@@H]2C1)O)C)=O)C Tert-Butyl 6-chloro-3-((1-(2-((1R,5S,6s)-6-hydroxy-3-azabicyclo[3.1.0]hexan-3-yl)-3,6-dimethyl-4-oxo-3,4-dihydroquinazolin-8-yl)ethyl)amino)picolinate